4,4',4'',4'''-methanetetrayltetrabenzoate C(C1=CC=C(C(=O)[O-])C=C1)(C1=CC=C(C(=O)[O-])C=C1)(C1=CC=C(C(=O)[O-])C=C1)C1=CC=C(C(=O)[O-])C=C1